4,4,4-trifluorobutan-2-yl (3R,4S)-3-{5-[4-amino-5-(trifluoromethyl)pyrrolo[2,1-f][1,2,4]triazin-7-yl]-2-methoxypyridine-3-amido}-4-fluoropyrrolidine-1-carboxylate NC1=NC=NN2C1=C(C=C2C=2C=C(C(=NC2)OC)C(=O)N[C@@H]2CN(C[C@@H]2F)C(=O)OC(C)CC(F)(F)F)C(F)(F)F